ClC1=CC=C(C(=O)NCC(C2=CC=C(C=C2)C2=NOC(=N2)C(F)(F)F)=O)C=C1 4-chloro-N-(2-oxo-2-(4-(5-(trifluoromethyl)-1,2,4-oxadiazol-3-yl)phenyl)ethyl)benzamide